C(C)S(=O)(=O)NC1=C(C=C(C=C1)C1=NNC(=C1C(=O)N)NC1=NC=CN=C1)OC(C)(C)C1=CC=C(C=C1)F 3-(4-ethane-sulfonamido-3-{[2-(4-fluorophenyl)propan-2-yl]oxy}phenyl)-5-[(pyrazin-2-yl)amino]-1H-pyrazole-4-carboxamide